(3-((1R)-1-(4-((1-(3-fluoropropyl)azetidin-3-yl)oxy)phenyl)-3-methyl-1,3,4,9-tetrahydro-2H-pyrido[3,4-b]indol-2-yl)bicyclo[1.1.1]pentan-1-yl)methanol FCCCN1CC(C1)OC1=CC=C(C=C1)[C@H]1N(C(CC2=C1NC1=CC=CC=C21)C)C21CC(C2)(C1)CO